3-amino-9-cyclopentylcarbazole NC=1C=CC=2N(C3=CC=CC=C3C2C1)C1CCCC1